N-(5-(1-(((S)-2-amino-3,3,3-trifluoropropyl)amino)-2-methoxyethyl)-6-chloropyridazin-3-yl)pivalamide N[C@@H](CNC(COC)C=1C=C(N=NC1Cl)NC(C(C)(C)C)=O)C(F)(F)F